tert-butyl 3-methyl-6-(2-oxo-1,3-dihydrobenzimidazol-5-yl)-3,4-dihydro-2H-pyridine-1-carboxylate CC1CN(C(=CC1)C1=CC2=C(NC(N2)=O)C=C1)C(=O)OC(C)(C)C